Tert-Butyl 7-[4-bromo-3-(difluoromethyl)pyrazol-1-yl]-2-azaspiro[3.5]nonane-2-carboxylate BrC=1C(=NN(C1)C1CCC2(CN(C2)C(=O)OC(C)(C)C)CC1)C(F)F